C(CCCCCCC\C=C/C\C=C/CCCCC)(=O)OCC(C(COC(CCC(OCCCCCCCC)OCCCCCCCC)=O)OC(NCCCN1CCCC1)=O)OC(NCCCN1CCCC1)=O 4-((4,4-Bis(octyloxy)butanoyl)oxy)-2,3-bis(((3-(pyrrolidin-1-yl)propyl)-carbamoyl)oxy)butyl (9Z,12Z)-octadeca-9,12-dienoate